CN1C(=C(C(C=C1C)=O)O)C(NC(C)=S)C=1OC2=C(N1)C=C(C=C2)C 1,6-dimethyl-2-((5-methyl-2-benzoxazolyl)-thioacetamidomethyl)-3-hydroxy-4-pyridone